CC1=NC=2C=CC=CC2C2=C1C(N(NC2=O)C2=CC=CC=C2)=O 5-methyl-3-phenyl-1H,2H,3H,4H-pyridazino[4,5-c]quinoline-1,4-dione